C1(CCCCC1)C1=CC(=NN1C)N1C([C@@H]2N(CCN(C2)C#N)CC1)=O (R)-8-(5-cyclohexyl-1-methyl-1H-pyrazol-3-yl)-9-oxooctahydro-2H-pyrazino[1,2-a]pyrazine-2-carbonitrile